3-fluorotetrahydrothiophene FC1CSCC1